OC1(C2CCC(C1)N2C(=O)OC(C)(C)C)C(F)(F)F tert-butyl 2-hydroxy-2-(trifluoromethyl)-7-azabicyclo[2.2.1]heptane-7-carboxylate